4-METHYL-PYRROL-3-YLBORONIC ACID CC=1C(=CNC1)B(O)O